ClC1=C2C(=C(N=N1)C1=C(C=CC=C1)OCCOC)SC=C2 4-chloro-7-[2-(2-methoxyethoxy)phenyl]thieno[2,3-d]pyridazine